17-ethylenedioxy-1,4-androstadien-3-one C1OC2[C@]3(C)[C@@H](CC2OC1)[C@@H]1CCC2=CC(C=C[C@]2(C)[C@H]1CC3)=O